5-(3-(((1-Cyclohexyl-1H-pyrazol-5-yl)methyl)(methyl)amino)-1,2,4-oxadiazol-5-yl)-2-fluorophenol C1(CCCCC1)N1N=CC=C1CN(C1=NOC(=N1)C=1C=CC(=C(C1)O)F)C